methylammonium bromide [Br-].C[NH3+]